(1S,3S,5S)-5-methyl-2-((5-phenoxypyridineformyl)glycyl)-2-azabicyclo[3.1.0]Hexane-3-carboxylic acid C[C@@]12C[C@H](N([C@H]2C1)C(CNC(=O)C1=NC=C(C=C1)OC1=CC=CC=C1)=O)C(=O)O